(1s,3s)-3-(5-bromopyrimidin-2-yl)-1-(fluoromethyl)-3-hydroxycyclobutanecarbonitrile BrC=1C=NC(=NC1)C1(CC(C1)(C#N)CF)O